FC(C1=C(C=C2CCCN(C2=C1)C1=C2CN(CC2=CC(=C1)C1CCN(CC1)CCO)C(C)=O)C=1C=NN(C1)C)F 1-(4-(7-(difluoromethyl)-6-(1-methyl-1H-pyrazol-4-yl)-3,4-dihydroquinolin-1(2H)-yl)-6-(1-(2-hydroxyethyl)piperidin-4-yl)isoindolin-2-yl)ethan-1-one